C1(=CC=CC2=CC=CC=C12)N(C1=CC=CC=C1)C1=C(C=CC=C1)C1=CC=CC=C1 [N-(1-naphthyl)-N-phenyl-amino]-biphenyl